Heptadecan-9-yl-6-((2-hydroxyethyl)(6-oxo-6-(undecyloxy)hexyl)amino)hexanoate CCCCCCCCC(CCCCCCCC)OC(CCCCCN(CCCCCC(OCCCCCCCCCCC)=O)CCO)=O